3-cyclopropyl-4-oxo-5-(tetrahydropyran-4-ylmethyl)-4,5,6,7-tetrahydropyrazolo[1,5-a]pyrazine-2-carboxylic acid (5-methyl[1,3,4]thiadiazol-2-yl)amide CC1=NN=C(S1)NC(=O)C1=NN2C(C(N(CC2)CC2CCOCC2)=O)=C1C1CC1